2-[5-fluoro-1-oxido-6-[1-(2,2,3,3,3-pentafluoropropyl)pyrrolo[2,3-c]pyridin-5-yl]pyridin-1-ium-3-yl]-2-methyl-propanenitrile FC=1C=C(C=[N+](C1C=1C=C2C(=CN1)N(C=C2)CC(C(F)(F)F)(F)F)[O-])C(C#N)(C)C